NC=1C=2N(C(=CN1)C1=CCC(CC1)N)C(=NC2C2=CC=C(C1=CC=CC=C21)NC(=O)NC2=C(C=CC=C2)OC)C 1-{4-[8-amino-5-(4-aminocyclohex-1-en-1-yl)-3-methylimidazo[1,5-a]pyrazin-1-yl]naphthalen-1-yl}-3-(2-methoxyphenyl)urea